6-(hydroxymethyl)-5,8,11,14,21-pentaoxo-4,7,10,13,20-pentaazaoctacosanoic acid OCC(C(NCCC(=O)O)=O)NC(CNC(CNC(CCCCCNC(CCCCCCC)=O)=O)=O)=O